C1(CCCCC1)NC1=C(C=C(C=C1)S(=O)(=O)NC)C=1N=NN(N1)C1CN(C1)S(=O)(=O)C 4-(cyclohexylamino)-N-methyl-3-(2-(1-(methylsulfonyl)azetidin-3-yl)-2H-tetrazol-5-yl)benzenesulfonamide